NC([C@@H](C1=CC=CC=C1)NC(C1=CC=C(C=C1)C1=NC(=NC=C1)NC1=CC=C(C=C1)N1CCOCC1)=O)=O (R)-N-(2-amino-2-oxo-1-phenylethyl)-4-(2-((4-morpholinophenyl)amino)pyrimidin-4-yl)benzamide